(E)-2-amino-N-(6-amino-5-((2-hydroxyphenyl)diazenyl)pyridin-2-yl)acetamide monotrifluoroacetate FC(C(=O)O)(F)F.NCC(=O)NC1=NC(=C(C=C1)\N=N\C1=C(C=CC=C1)O)N